C(C1=CC=CC=C1)N(C(C)=O)C=1SC2=C(N1)CC[C@@]1([C@H]3CC[C@]4([C@H]([C@@H]3CCC12)CCC4=O)C)C N-benzyl-N-((5aR,5bS,7aS,10aS,10bR)-5a,7a-dimethyl-8-oxo-5,5a,5b,6,7,7a,8,9,10,10a,10b,11,12,12a-tetradecahydro-4H-cyclopenta[7,8]phenanthro[2,1-d]thiazol-2-yl)acetamide